6-(5-cyclopropyl-3-ethylsulfonyl-2-pyridyl)-2,2-difluoro-5H-[1,3]dioxolo[4,5-f]isoindol C1(CC1)C=1C=C(C(=NC1)N1CC=2C=C3C(=CC2C1)OC(O3)(F)F)S(=O)(=O)CC